C(C1=CC=CC=C1)N1CC2=C(CC1)NC=1C2=C(N=C(C1Cl)Cl)C1=NN(C=C1)C 2-benzyl-6,7-dichloro-9-(1-methyl-1H-pyrazol-3-yl)-2,3,4,5-tetrahydro-1H-pyrrolo[3,2-c:4,5-c']Dipyridine